ClC=1C(=CC(=NC1)NC(N[C@H]1C[C@H](CCC1)C(=O)NC)=O)C1=C2N(N=C1)CC(C2)(C)C (1S,3R)-3-(3-(5-chloro-4-(5,5-dimethyl-5,6-dihydro-4H-pyrrolo[1,2-b]pyrazol-3-yl)pyridin-2-yl)ureido)-N-methylcyclohexane-1-carboxamide